4-((2-isopropylimidazo[4,5-b]pyridin-3-yl)methyl)phenylboronic acid C(C)(C)C1=NC=2C(=NC=CC2)N1CC1=CC=C(C=C1)B(O)O